CCCCCCCCCCCCCC/C=C\OC[C@H](COP(=O)([O-])OCC[N+](C)(C)C)OC(=O)CCCCCCC/C=C\CCCCCCCCC 1-(1Z-hexadecenyl)-2-(9Z-nonadecenoyl)-glycero-3-phosphocholine